O=C(CCOCCOCCOCCOCCOCCOCCOCCOCCOCCOCCOCCOCCOCCOCCOCCOCCOCCOCCOCCOCCOCCOCCOCCOC)C(=O)O 74-oxo-2,5,8,11,14,17,20,23,26,29,32,35,38,41,44,47,50,53,56,59,62,65,68,71-tetracosaoxapentaheptacontan-75-oic acid